diethyl (9S,10R)-9-hydroxy-10-methoxy-2,2,17,17-tetramethyloctadecanedioate O[C@@H](CCCCCCC(C(=O)OCC)(C)C)[C@@H](CCCCCCC(C(=O)OCC)(C)C)OC